IC1=CC=C(N=N1)N(C1CCN(CC1)C(=O)OC(C)(C)C)C tert-butyl 4-[(6-iodopyridazin-3-yl)(methyl)amino]piperidine-1-carboxylate